7-ethyl-7-hydroxy-6,7-dihydro-5H-cyclopenta[b]pyridin C(C)C1(CCC=2C1=NC=CC2)O